5-methyl-2,3-hexanedione CC(CC(C(C)=O)=O)C